(3R)-3-(4-Chlorophenyl)-2-[(5-chloropyridin-2-yl)methyl]-6-[1-hydroxy-1-(1-methyl-1H-pyrazol-4-yl)ethyl]-3-methoxy-2,3-dihydro-1H-isoindol-1-on ClC1=CC=C(C=C1)[C@@]1(N(C(C2=CC(=CC=C12)C(C)(C=1C=NN(C1)C)O)=O)CC1=NC=C(C=C1)Cl)OC